BrC1=CC2=C(C(=NCC3=C2N=CN=C3)C3=C(C=CC=C3)F)C=C1 10-Bromo-7-(2-fluoro-phenyl)-5H-benzo[c]pyrimido[4,5-e]azepin